C(F)(F)(F)S(=O)(=O)[O-] The molecule is an organosulfonate oxoanion resulting from the removal of a proton from the sulfonic acid group of triflic acid. It is a conjugate base of a triflic acid.